5-CHLORO-1-CYCLOPENTYL-3-PHENYL-1H-PYRAZOLE-4-CARBALDEHYDE ClC1=C(C(=NN1C1CCCC1)C1=CC=CC=C1)C=O